FC=1C=C2CN(CC2=CC1)C1=NC=2N(C(=C1)C=1C=NNC1)N=C(C2C(C)C)C(=O)NC2=CC=C(C=C2)N2CCOCC2 5-(5-fluoroisoindolin-2-yl)-3-isopropyl-N-(4-morpholinophenyl)-7-(1H-pyrazol-4-yl)pyrazolo[1,5-a]pyrimidine-2-carboxamide